3-chloro-4-(trifluoromethylphenyl)-5-hydroxy-3-(3-(trifluoromethyl)phenyl)-7-oxabicyclo[2.2.1]heptane-2-carboxamide ClC1(C(C2CC(C1(O2)C2=C(C=CC=C2)C(F)(F)F)O)C(=O)N)C2=CC(=CC=C2)C(F)(F)F